13-(3-((1-methyl-1H-pyrazol-4-yl)methyl)ureido)tridecanoic acid CN1N=CC(=C1)CNC(NCCCCCCCCCCCCC(=O)O)=O